1,2-dihydro-3H-pyrazolo[4,3-c]pyridazin-3-one N1NC(C=2N=NC=CC21)=O